4-[5-(2-aminoethyl)pyridin-2-yl]-3-(5-amino-2-methylpyrazol-3-yl)oxybenzonitrile NCCC=1C=CC(=NC1)C1=C(C=C(C#N)C=C1)OC=1N(N=C(C1)N)C